N1CCC12CCC2 1-azaspiro[3.3]heptan